[2H]C(N(C(CC(C)C)=O)C1=NC=CC(=C1)CC=1C=NC(=CC1)C(F)(F)F)C1=NC=C(C=C1)C1=CC=C(C=C1)OC N-(Deutero(5-(4-methoxyphenyl)pyridin-2-yl)methyl)-3-methyl-N-(4-((6-(trifluoromethyl)pyridin-3-yl)methyl)pyridin-2-yl)butanamide